4-(5-(2-(2-aminopyridin-3-yl)-5-phenyl-3H-imidazo[4,5-b]pyridin-3-yl)picolinamido)-2-methylbenzoic acid NC1=NC=CC=C1C1=NC=2C(=NC(=CC2)C2=CC=CC=C2)N1C=1C=CC(=NC1)C(=O)NC1=CC(=C(C(=O)O)C=C1)C